ClC1=CC=C(N=N1)N[C@@H]1CN(CC1)C(=O)C=1C=C(CC2=NNC(C3=CC=CC=C23)=O)C=CC1F (S)-4-(3-(3-((6-chloropyridazin-3-yl)amino)pyrrolidine-1-carbonyl)-4-fluorobenzyl)phthalazin-1(2H)-one